C(C)(C)(C)OC(=O)N1C[C@@H]2COC3=C(C(N2CC1)=O)C=C(C(=C3F)Br)O (12AR)-9-bromo-10-fluoro-8-hydroxy-6-oxo-3,4,12,12a-tetrahydro-6H-pyrazino[2,1-c][1,4]benzoxazepine-2(1H)-carboxylic acid tert-butyl ester